(5-((1,3-dihydroisobenzofuran-5-yl)methyl)pyridin-2-yl)-1-methyl-6-oxo-1,6-dihydropyridine-3-carboxamide C1OCC2=CC(=CC=C12)CC=1C=CC(=NC1)C=1N(C(C=CC1C(=O)N)=O)C